C(C)(=O)C1=NN(C2=CC=C(C=C12)C=1C=NC(=NC1)C)CC(=O)N1[C@@H](C[C@H](C1)F)C(=O)NC=1SC(=C(N1)Br)C (2S,4R)-1-(2-(3-acetyl-5-(2-methylpyrimidin-5-yl)-1H-indazol-1-yl)acetyl)-N-(4-bromo-5-methylthiazol-2-yl)-4-fluoropyrrolidine-2-carboxamide